NC[C@H]1N(CCC1)C(=O)O (S)-2-(aminomethyl)pyrrolidine-1-carboxylic acid